C(C)(=O)NC=1C=C(C=C(C1)C(F)(F)F)[C@@H](C)NC=1C2=C(N=CN1)C=NC(=C2)N2[C@H](CN(CC2)C(=O)[O-])C (S)-4-(4-(((R)-1-(3-acetamido-5-(trifluoromethyl)phenyl)ethyl)amino)pyrido[3,4-d]pyrimidin-6-yl)-3-methylpiperazine-1-carboxylate